(S)-1-(2-(8-cyclopropyl-1-(4-(2-fluoro-3-methoxyphenoxy)phenyl)imidazo[1,5-a]pyrazin-3-yl)piperidin-1-yl)but-2-yn-1-one C1(CC1)C=1C=2N(C=CN1)C(=NC2C2=CC=C(C=C2)OC2=C(C(=CC=C2)OC)F)[C@H]2N(CCCC2)C(C#CC)=O